IC=1N(C=2C=C(C=C(C2C1)N)OC)CC(F)(F)F 2-iodo-6-methoxy-1-(2,2,2-trifluoroethyl)indol-4-amine